(E)-1-(((1H-1,2,4-triazol-5-yl)imino)methyl)naphthalen-2-ol N1N=CN=C1\N=C\C1=C(C=CC2=CC=CC=C12)O